1-((3S,10R,13S)-3-azido-10,13-dimethyl-2,3,4,7,8,9,10,11,12,13,14,15-dodecahydro-1H-cyclopenta[a]phenanthren-17-yl)-4-bromo-1H-imidazole N(=[N+]=[N-])[C@H]1CC[C@@]2(C3CC[C@@]4(C(=CCC4C3CC=C2C1)N1C=NC(=C1)Br)C)C